7-bromo-1-[(1S)-1-(5-chloro-2-fluorophenyl)ethyl]-6-nitroquinoxalin-2-one BrC1=C(C=C2N=CC(N(C2=C1)[C@@H](C)C1=C(C=CC(=C1)Cl)F)=O)[N+](=O)[O-]